N[C@H]1C2N(CC1CC2)C(=O)C2=CC1=C(N(C(=N1)C1=CC=3C(=NC=CC3)N1CC1CC1)CC1CC(C1)C(=O)N)C(=C2)OC 3-({5-[(7R)-7-amino-2-azabicyclo[2.2.1]heptane-2-carbonyl]-2-[1-(cyclopropylmethyl)-1H-pyrrolo[2,3-b]pyridin-2-yl]-7-methoxy-1H-1,3-benzodiazol-1-yl}methyl)cyclobutane-1-carboxamide